1-[(1R)-2-hydroxy-1-phenylethyl]-2-oxo-1,2-dihydropyridine-3-carboxamide OC[C@@H](C1=CC=CC=C1)N1C(C(=CC=C1)C(=O)N)=O